C(C1=CC=CC=C1)[S+](S(=O)(=O)O)CC1=CC=C(C=C1)OC benzyl-4-Methoxy-phenylmethylsulfosulfonium